C(OC1=CC=C2C=NN(C2=C1NS(=O)(=O)C=1C=NC(=CC1)N1N=CC(=C1)C(F)(F)F)C([2H])([2H])[2H])([2H])([2H])[2H] N-(6-(methoxy-d3)-1-(methyl-d3)-1H-indazol-7-yl)-6-(4-(trifluoromethyl)-1H-pyrazol-1-yl)pyridine-3-sulfonamide